ClC=1C(=CC=C2N=CC(=NC12)C=1C=NN(C1)C1CN(C1)C1=CC=CC(=N1)N(C)C)OC1=CC2=C(N=C(N2COCC[Si](C)(C)C)C)C=C1 6-[3-[4-[8-chloro-7-[2-methyl-3-(2-trimethylsilylethoxymethyl)benzimidazol-5-yl]oxy-quinoxalin-2-yl]pyrazol-1-yl]azetidin-1-yl]-N,N-dimethyl-pyridin-2-amine